BrC=1C=C2C=CNC2=CC1Cl 5-bromo-6-chloroindole